CC1=C(C=2N(N=C1N1CC=3C=C(C=NC3CC1)C(F)(F)F)C=NN2)C 6-(7,8-dimethyl-[1,2,4]triazolo[4,3-b]pyridazin-6-yl)-3-(trifluoromethyl)-7,8-dihydro-5H-1,6-naphthyridine